6-(3-cyclobutyl-7,8-dihydro-1,6-naphthyridin-6(5H)-yl)-5-methylnicotinonitrile C1(CCC1)C=1C=NC=2CCN(CC2C1)C1=NC=C(C#N)C=C1C